CC(C)C1CCC=2N=C3C=CC(=CC3=CC2C1)C(=O)N 7-(1-methylethyl)-5,6,7,8-tetrahydroacridin-2-carboxamid